NCC=1C=C(C=C(C1)F)C1N(CCC(C1)N)C (3-(aminomethyl)-5-fluorophenyl)-1-methylpiperidin-4-amine